1-(2-(4-((4-(difluoromethoxy)pyridin-2-yl)amino)-6-(1-methyl-1H-pyrazol-4-yl)-1,3,5-triazin-2-yl)-2,7-diazaspiro[3.5]nonan-7-yl)ethan-1-one FC(OC1=CC(=NC=C1)NC1=NC(=NC(=N1)C=1C=NN(C1)C)N1CC2(C1)CCN(CC2)C(C)=O)F